FC=1C=C(C=CC1F)NC(=O)C1=CC(=CN1C)C(C(=O)O)=O 2-(5-((3,4-difluorophenyl)carbamoyl)-1-methyl-1H-pyrrol-3-yl)-2-oxoacetic acid